3-mercaptopropylsulfonic acid-(3-sulfopropyl) ester S(=O)(=O)(O)CCCOS(=O)(=O)CCCS